COC1=C(C=C2C(N(C(C2=C1)=O)C=1C(=C(C=CC1)C1=CC=CC=C1)C)=O)CO (6-methoxy-2-(2-methyl-[1,1'-biphenyl]-3-yl)-1,3-dioxoisoindoline-5-yl)methanol